tert-butyl 3-(prop-1-en-2-yl)-2,5-dihydropyrrole-1-carboxylate C=C(C)C=1CN(CC1)C(=O)OC(C)(C)C